2,3,5,6-tetrahydro-7H-indeno[5,6-b]furan-7-one O1C2=C(CC1)C=C1CCC(C1=C2)=O